N1(C=NC=C1)CCN1C(N(C2=CC=CC=C2C1=O)CC1=CC=C(C(=O)NO)C=C1)=O 4-((3-(2-(1H-imidazol-1-yl)ethyl)-2,4-dioxo-3,4-dihydroquinazolin-1(2H)-yl)methyl)-N-hydroxybenzoamide